Ethylendiamin Disuccinat C1(CCC(=O)ON2CCN(O1)OC(CCC(=O)O2)=O)=O